C(C1=CC=CC=C1)OC(=O)N(S(=O)(=O)N1C(=C(C=C1)Br)C(=O)OCC1=CC=CC=C1)[Na] benzyloxycarbonyl-(2-benzyloxycarbonyl-3-bromo-pyrrol-1-yl)sulfonylaminosodium